4-[(2S,6R)-2-[[6-(3-amino-3-methyl-azetidin-1-yl)spiro[1H-furo[3,4-c]pyridine-3,3'-azetidine]-1'-yl]methyl]-6-methyl-morpholin-4-yl]pyrazolo[1,5-a]pyridine-7-carbonitrile NC1(CN(C1)C1=CC2=C(C=N1)C1(CN(C1)C[C@H]1CN(C[C@H](O1)C)C=1C=3N(C(=CC1)C#N)N=CC3)OC2)C